NC1=NC=CC(=N1)OC1=C(C=C(C=C1)N1C(N(CC1=O)C1=NNC(=C1)C(F)(F)F)=O)CC 3-{4-[(2-amino-4-pyrimidinyl)oxy]-3-ethylphenyl}-1-[5-(trifluoromethyl)-1H-pyrazol-3-yl]-2,4-imidazolidinedione